4-amino-N-(oxan-4-yl)benzene-1-sulfonamide NC1=CC=C(C=C1)S(=O)(=O)NC1CCOCC1